3-(5-((4-benzhydryl-2,6-dimethylpiperazin-1-yl)methyl)-6-fluoro-1-oxoisoindolin-2-yl)piperidine-2,6-dione C(C1=CC=CC=C1)(C1=CC=CC=C1)N1CC(N(C(C1)C)CC=1C=C2CN(C(C2=CC1F)=O)C1C(NC(CC1)=O)=O)C